C(C)OC(=O)C=1C=C2N(C3=CC=C(C=C3N=C2NCC2=CC=C(C=C2)OC)C2=CC=NN2C)C1 4-((4-methoxybenzyl)amino)-7-(1-methyl-1H-pyrazol-5-yl)pyrrolo[1,2-a]quinoxaline-2-carboxylic acid ethyl ester